3-(3-chlorophenyl)-3-(4-sulfonylaminobenzoylamino)propionic acid sodium salt [Na+].ClC=1C=C(C=CC1)C(CC(=O)[O-])NC(C1=CC=C(C=C1)N=S(=O)=O)=O